imino-urethane N=NC(=O)OCC